C(=C\C)/OB(O)O trans-1-propenyl-boric acid